C1=C(C=CC=2C3=CC=C(C=C3C3(C12)C1=CC(=CC=C1C=1C=CC(=CC13)C#N)C#N)C#N)C#N 9,9'-spirobifluorene-2,2',7,7'-tetracarbonitrile